C(CC)OC(=O)C1=C(C2=CC=CC=C2C=C1)C1C2C=CC(C1)C2 5-(n-propoxycarbonylnaphthyl)-bicyclo[2.2.1]Hept-2-ene